S([O-])(O)(=O)=O.N1N=C[NH+]=C1 1H-1,2,4-triazol-4-ium bisulphate